Cl.C(C)OC(=O)N1C=CC2=C(C=C(C=C12)[C@@H](C)N)C(F)F (R)-6-(1-aminoethyl)-4-(difluoromethyl)-1H-indole-1-carboxylic acid ethyl ester hydrochloride